ClC1=CC=C(C[C@@H]2N(C[C@@H](OC2)CS(=O)(=O)C)C2CCC(CC2)C=2C=C(N(C2)C)C#N)C=C1 4-(4-((2R,5S)-5-(4-Chlorobenzyl)-2-((methylsulfonyl)methyl)morpholino)cyclohexyl)-1-methyl-1H-pyrrol-2-carbonitril